(R)-(1-(3-fluoro-3-methylazetidin-1-yl)-1-oxopropan-2-yl)carbamic acid tert-butyl ester C(C)(C)(C)OC(N[C@@H](C(=O)N1CC(C1)(C)F)C)=O